FC=1C=C(C=CC1F)C1=NN(C(=C1CC1=CC=C(C=C1)S(N)(=O)=O)C(F)(F)F)C=1SC=C(N1)C(=O)O 2-(3-(3,4-difluorophenyl)-4-(4-sulfamoylbenzyl)-5-(trifluoromethyl)-1H-pyrazol-1-yl)thiazole-4-carboxylic acid